3,3-diethyl-azetidine hydrochloride Cl.C(C)C1(CNC1)CC